3,5-dicarboxybenzenesulfonic acid lithium salt [Li+].C(=O)([O-])C=1C=C(C=C(C1)C(=O)[O-])S(=O)(=O)[O-].[Li+].[Li+]